bis(3,4,6-trichloro-2-{[2-(4-methylphenyl) ethoxy] carbonyl} phenyl)oxalate ClC=1C(=C(C(=CC1Cl)Cl)OC(C(=O)OC1=C(C(=C(C=C1Cl)Cl)Cl)C(=O)OCCC1=CC=C(C=C1)C)=O)C(=O)OCCC1=CC=C(C=C1)C